N1CC(C1)C1=CC=C(C=C1)NC(OC(C)(C)C)=O tert-butyl (4-(azetidin-3-yl)phenyl)carbamate